(+)-2,2'-isopropylidenebis(4-phenyl-2-oxazoline) C(C)(C)(C=1OCC(N1)C1=CC=CC=C1)C=1OCC(N1)C1=CC=CC=C1